5-fluoropiperidine-3-ol FC1CC(CNC1)O